1,7-diisocyanato-4-(3-isocyanatopropyl)heptane N(=C=O)CCCC(CCCN=C=O)CCCN=C=O